3-((2-(((R)-1-cyclopropyl-2-hydroxyethyl)amino)-9-methyl-9H-purin-6-yl)amino)-N-ethyl-4-fluoropyrrolidine-1-sulfonamide C1(CC1)[C@H](CO)NC1=NC(=C2N=CN(C2=N1)C)NC1CN(CC1F)S(=O)(=O)NCC